tert-Butyl ((S)-(7-((S*)-1-(((S)-tert-butylsulfinyl)amino)ethyl)imidazo[1,2-b]pyridazin-2-yl)(4,4-difluorocyclohexyl)methyl)carbamate C(C)(C)(C)[S@](=O)N[C@@H](C)C1=CC=2N(N=C1)C=C(N2)[C@H](C2CCC(CC2)(F)F)NC(OC(C)(C)C)=O |o1:7|